tert-Butyl 7-(1-(tert-butoxycarbonyl)-1H-pyrazolo[4,3-d]pyrimidin-5-yl)-6,8-difluoro-3,4-dihydroisoquinoline-2(1H)-carboxylate C(C)(C)(C)OC(=O)N1N=CC=2N=C(N=CC21)C2=C(C=C1CCN(CC1=C2F)C(=O)OC(C)(C)C)F